(S)-1-(3-(4-amino-3-((2-cyclopropyl-4,6-difluoro-benzo[d]thiazol-5-yl)ethynyl)-1H-pyrazolo[3,4-d]pyrimidin-1-yl)pyrrolidin-1-yl)prop-2-en-1-one NC1=C2C(=NC=N1)N(N=C2C#CC=2C(=CC1=C(N=C(S1)C1CC1)C2F)F)[C@@H]2CN(CC2)C(C=C)=O